tridecyl eleostearate C(CCCCCCCC=CC=CC=CCCCC)(=O)OCCCCCCCCCCCCC